CN1CCN(CC1)C1=CC=C(C=N1)B1OC(C)(C)C(C)(C)O1 (6-(4-methylpiperazin-1-yl)pyridin-3-yl)boronic acid pinacol ester